2,3-dichloro-6-fluoro-quinoxaline ClC1=NC2=CC=C(C=C2N=C1Cl)F